C(C)(C)(C)OC(NCCCC(=O)C=1C(=NN(C1C)C(C)C)C)=O (4-(1-isopropyl-3,5-dimethyl-1H-pyrazol-4-yl)-4-oxobutyl)carbamic acid tert-butyl ester